3,3'-dichloro-[1,1'-binaphthyl]-2,2'-diol ClC1=C(C(=C2C=CC=CC2=C1)C=1C(=C(C=C2C=CC=CC12)Cl)O)O